6-(benzyloxy)-7-methoxy-1-[(E)-2-{4-methoxy-5-[(6-methoxypyridin-2-yl)methoxy]-2-methylphenyl}ethenyl]-1,2,3,4-tetrahydroisoquinoline C(C1=CC=CC=C1)OC=1C=C2CCNC(C2=CC1OC)\C=C\C1=C(C=C(C(=C1)OCC1=NC(=CC=C1)OC)OC)C